N1CCSCC1 thiomorpholin